SCCCN1C(N(CC1)CCCS)=O 1,3-bis(3-mercaptopropyl)-2-imidazolidinone